tert-butyl 2-((9-hydroxynonyl) oxy)acetate OCCCCCCCCCOCC(=O)OC(C)(C)C